C(CCCC)OC1=CC=C(C=C1)C1CC(CC(C1)=O)=O 5-(4-pentoxyphenyl)-1,3-cyclohexanedione